The molecule is a retinal having 2E,4Z,6E,8E-double bond geometry. It has a role as a chromophore, a human metabolite and a mouse metabolite. CC1=C(C(CCC1)(C)C)/C=C/C(=C/C=C\\C(=C\\C=O)\\C)/C